4-(5-azaspiro[2.4]heptan-5-ylmethyl)-6-cyclopropyl-N-(3-((1R,2R)-1,2-difluoro-1-(4-methyl-4H-1,2,4-triazol-3-yl)propan-2-yl)phenyl)picolinamide C1CC12CN(CC2)CC2=CC(=NC(=C2)C2CC2)C(=O)NC2=CC(=CC=C2)[C@@]([C@@H](C2=NN=CN2C)F)(C)F